methyl (S)-4-(1-(1-(naphthalen-2-ylmethyl)-5-phenyl-1H-indazole-7-carboxamido)ethyl)benzoate C1=C(C=CC2=CC=CC=C12)CN1N=CC2=CC(=CC(=C12)C(=O)N[C@@H](C)C1=CC=C(C(=O)OC)C=C1)C1=CC=CC=C1